C(C)(=O)\C(=C(\C)/O)\C=1C=NN2C1C=C(C=C2)C2=CC(=C(O2)C=2CCOCC2)C(=O)OCC ethyl 5-[3-[(Z)-1-acetyl-2-hydroxy-prop-1-enyl]pyrazolo[1,5-a]pyridin-5-yl]-2-(3,6-dihydro-2H-pyran-4-yl)furan-3-carboxylate